4-phospha-s-indacene C1=CC=C2P=C3C=CC=C3C=C12